cis-N-(4-chloro-3-(cis-2-cyanocyclopentyl)phenyl)-3-methyl-6-azabicyclo[3.1.1]heptane-6-carboxamide ClC1=C(C=C(C=C1)NC(=O)N1C2CC(CC1C2)C)[C@H]2[C@H](CCC2)C#N